CNC=1N=C(C2=C(N1)N(C=C2)S(=O)(=O)C2=CC=C(C)C=C2)CO (2-(Methylamino)-7-tosyl-7H-pyrrolo[2,3-d]pyrimidin-4-yl)methanol